Sodium (S)-2-(4-chloro-2-cyclopropylphenoxy)propionate ClC1=CC(=C(O[C@H](C(=O)[O-])C)C=C1)C1CC1.[Na+]